1-bromo-2-methoxy-benzene BrC1=C(C=CC=C1)OC